C1(=CC=CC=C1)NC1=CC=C(C=C1)C1=CC=C(C=C1)N(C1=CC=CC2=CC=CC=C12)C1=CC=CC=C1 N,N'-diphenyl-N'-(1-naphthyl)-1,1'-biphenyl-4,4'-diamine